estra-1,3,5(10),6,8-pentaene-3,16α-diol C[C@@]12C[C@@H](C[C@H]1C=1C=CC=3C=C(C=CC3C1CC2)O)O